ClCCCCCCOCCOCCC1=C(C(=O)N)C=CC(=C1)C(=O)NCC#C (2-(2-((6-chlorohexyl)oxy)ethoxy)ethyl)-N4-(prop-2-yn-1-yl)terephthalamide